3-bromo-4-fluoro-1-(p-toluenesulfonyl)pyrrolo[2,3-b]pyridine BrC1=CN(C2=NC=CC(=C21)F)S(=O)(=O)C2=CC=C(C)C=C2